anthracenyl-amide C1(=CC=CC2=CC3=CC=CC=C3C=C12)[NH-]